N[C@@H](CNC1=NC(=C2C(=N1)N(N=C2)C)NC(C)C)C2=CC=CC=C2 6-N-[(2R)-2-amino-2-phenylethyl]-1-methyl-4-N-propan-2-ylpyrazolo[3,4-d]pyrimidine-4,6-diamine